O[C@@H]1[C@H](CCCC1)NC(CCC)=O N-((1S,2S)-2-hydroxycyclohexyl)butanamide